N1(CCC2=CC=CC=C12)CCNS(=O)(=O)C1=CC=C(C=C1)OC1=NC=C(C=C1)C(F)(F)F N-(2-(INDOLIN-1-YL)ETHYL)-4-((5-(TRIFLUOROMETHYL)PYRIDIN-2-YL)OXY)BENZENESULFONAMIDE